CC1(NC(CCC1)(CCCCC)C)C 2,2,6-trimethyl-6-pentyl-piperidin